cis-5-dodecene CCCC\C=C/CCCCCC